C(C)(C)(C)OC(NOCC[C@H](C1=CC=CC=C1)O)=O.C(C=C)N(P(=O)(N(CC=C)CC=C)N(CC=C)CC=C)CC=C hexaallyl-phosphoramide tert-butyl-N-[(3R)-3-hydroxy-3-phenyl-propoxy]carbamate